2-(4-methoxy-2,2,6,6-tetramethylpiperidin-1-yl)ethyl 4-oxopentanoate O=C(CCC(=O)OCCN1C(CC(CC1(C)C)OC)(C)C)C